6-bromo-4-chloro-1-methyl-7-(trifluoromethyl)phthalazine BrC=1C=C2C(=NN=C(C2=CC1C(F)(F)F)C)Cl